N-{(5S)-8-chloro-1-[trans-4-(pyridin-2-yloxy)cyclohexyl]-5,6-dihydro-4H-[1,2,4]triazolo[4,3-a][1]benzazepin-5-yl}-4-fluorobenzamide ClC=1C=CC2=C(C[C@@H](CC=3N2C(=NN3)[C@@H]3CC[C@H](CC3)OC3=NC=CC=C3)NC(C3=CC=C(C=C3)F)=O)C1